ClC1=CC(=C(NC2=NN3C(CN(CC3)C(C=C)=O)=C2C2=CC=NC=C2)C=C1)F 1-[2-(4-chloro-2-fluoroanilino)-3-(pyridin-4-yl)-6,7-dihydropyrazolo[1,5-a]pyrazin-5(4H)-yl]prop-2-en-1-one